FC=1C=CC(=NC1)OC1=CN=C(S1)NC(=O)C1CC(C1)OC1=CC=C(C=C1)OC N-(5-((5-fluoropyridin-2-yl)oxy)thiazol-2-yl)-3-(4-methoxyphenoxy)cyclobutane-1-carboxamide